FC(C1=CC(=C(C(=O)O)C(=C1)O)O)F 4-(Difluoromethyl)-2,6-dihydroxybenzoic acid